CC(CN([C@@H](C)C(=O)[O-])C(=O)OC(C)(C)C)(C)[C@H]1OC(CCC(SCCNC(CCNC1=O)=O)=O)=O 2-methyl-2-((R)-3,7,12,15-tetraoxo-1-oxa-11-thia-4,8-diazacyclopentadecan-2-yl)propyl(tert-butoxycarbonyl)-L-alaninate